5-[4-[(3-methyl-4-[[1,2,4]triazolo[1,5-a]pyridin-7-yloxy]phenyl)amino]quinazolin-6-yl]-7-methylidene-5-azaspiro[2.4]heptan-6-one CC=1C=C(C=CC1OC1=CC=2N(C=C1)N=CN2)NC2=NC=NC1=CC=C(C=C21)N2CC1(CC1)C(C2=O)=C